2-amino-5-(4-methylpiperazin-1-yl)benzamide Nickel-manganese-Cobalt [Co].[Mn].[Ni].NC1=C(C(=O)N)C=C(C=C1)N1CCN(CC1)C